CC=1N=C2N(C=C(N=C2C)C(=O)NC2=CC=C(N=N2)N2C[C@@H](N(CC2)C(=O)OC(C)(C)C)C)C1 tert-butyl (S)-4-(6-(2,8-dimethylimidazo[1,2-a]pyrazine-6-carboxamido) pyridazin-3-yl)-2-methylpiperazine-1-carboxylate